2,2,14,14-tetramethyl-8-oxopentadecanedioic acid CC(C(=O)O)(CCCCCC(CCCCCC(C(=O)O)(C)C)=O)C